NC=1C=C(N(C1)C)C(=O)O 4-amino-2-carboxy-1-methyl-pyrrole